CN1C=NC=C1C 1,5-dimethyl-1H-imidazole